C(CCCCCCC\C=C/CCCCCCCC)(=O)OC(COC([C@H]1NC(CC1)=O)=O)CO glycerol mono-pyroglutamate monooleate